C(C1=CC=CC=C1)C1(CN(CC1)S(=O)(=O)C1=CC=C(C=C1)OC)C=1C=C2C=NN(C2=CC1C)C=1C=CC(N(C1)C)=O 5-(5-(3-benzyl-1-((4-methoxyphenyl)sulfonyl)pyrrolidin-3-yl)-6-methyl-1H-indazol-1-yl)-1-methylpyridin-2(1H)-one